CC1(C2=CC=CC=C2C=2C=C(C=CC12)C(=O)NCC(=O)N1CC2(OCCO2)C[C@H]1C(=O)O)C (S)-7-((9,9-dimethyl-9H-fluorene-3-carbonyl)glycyl)-1,4-dioxa-7-azaspiro[4.4]nonane-8-carboxylic acid